dicyclohexyl(2',6'-dimethoxy[1,1'-biphenyl]-yl)phosphane C1(CCCCC1)P(C1=C(C=CC=C1)C1=C(C=CC=C1OC)OC)C1CCCCC1